C1(CC1)OC=1C=NC=CC1C1=CC=2C(=CN=C(C2)NC(=O)[C@H]2[C@H](C2)F)N1C (1S,2S)-N-[2-(3-cyclopropoxypyridin-4-yl)-1-methylpyrrolo[2,3-c]pyridin-5-yl]-2-fluorocyclopropane-1-carboxamide